O=C1N(C(C2=CC(=CC=C12)C=1N=NNC1)=O)C=1C=C(C=CC1)C1=CC=CC=C1 3-[1,3-Dioxo-5-(1H-[1,2,3]triazol-4-yl)-1,3-dihydroisoindol-2-yl]biphenyl